C(CCC)OCCCC.[Sn] tin dibutyl oxide